N-((2H-tetrazol-5-yl)methyl)-2-(2-(2-(3-(1-acetylpiperidin-4-yl)-5'-fluoro-1'-methyl-1H,1'H-[4,6'-biindazol]-1-yl)acetamido)acetamido)acetamide N=1NN=NC1CNC(CNC(CNC(CN1N=C(C=2C(=CC=CC12)C1=C(C=C2C=NN(C2=C1)C)F)C1CCN(CC1)C(C)=O)=O)=O)=O